C1=CC=CC=2C3=CC=CC=C3C(C12)CCC#N 9-fluorenylmethyl-acetonitrile